(E)-1-(2,4-dihydroxy-6-methoxy-3-(3-methylbut-2-en-1-yl)phenyl)-3-(naphthalene-1-yl)prop-2-en-1-one OC1=C(C(=CC(=C1CC=C(C)C)O)OC)C(\C=C\C1=CC=CC2=CC=CC=C12)=O